tert-butyl (2-(2-(2-(2-(((2S,3R,4R,5R,6R)-4,5-bis(benzyloxy)-6-((benzyloxy)methyl)-3-nitrotetrahydro-2H-pyran-2-yl)oxy)ethoxy)ethoxy)ethoxy)ethyl)carbamate C(C1=CC=CC=C1)O[C@@H]1[C@H]([C@H](O[C@@H]([C@@H]1OCC1=CC=CC=C1)COCC1=CC=CC=C1)OCCOCCOCCOCCNC(OC(C)(C)C)=O)[N+](=O)[O-]